(R)-butan-2-amine C[C@H](CC)N